CN(C)CC1=CC=C(N)C=C1 4-((dimethylamino)methyl)aniline